CC(=C(C(=O)OCC(O)CO)C)C glycerol tri(methyl)acrylate